P(O)(=O)(OP(=O)(O)OP(=O)(O)O)OC[C@@H]1[C@H](C[C@@H](O1)N1C(=O)N=C(N)C(=C1)C#CC)O 5-Propynyl-2'-deoxycytidine-5'-triphosphate